melamine dicarboxyethylphenylphosphinate C(=O)(O)C(CP(O)(=O)C1=CC=CC=C1)C(=O)O.N1=C(N)N=C(N)N=C1N